C1(CCCC1)[C@H](CC#N)N1N=CC(=C1)C=1C2=C(N=CN1)NC=C2 (3S)-3-cyclopentyl-3-[4-(7H-pyrrolo[2,3-d]pyrimidin-4-yl)-1H-pyrazol-1-yl]propanenitrile